(4,5-dichloropyridin-3-yl)(4-(2-fluoro-3-methoxyphenoxy)phenyl)-methanone ClC1=C(C=NC=C1Cl)C(=O)C1=CC=C(C=C1)OC1=C(C(=CC=C1)OC)F